5-(3-(2-(4-amino-3-(4-phenoxyphenyl)-1H-pyrazolo[3,4-d]pyrimidin-1-yl)-7-azaspiro[3.5]non-7-yl)azetidin-1-yl)-2-(2,6-dioxopiperidin-3-yl)isoindoline-1,3-dione NC1=C2C(=NC=N1)N(N=C2C2=CC=C(C=C2)OC2=CC=CC=C2)C2CC1(C2)CCN(CC1)C1CN(C1)C=1C=C2C(N(C(C2=CC1)=O)C1C(NC(CC1)=O)=O)=O